tert-butyl 4-((5-(1-methyl-1H-indazol-6-yl)thiazol-2-yl)ethynyl)piperidine-1-carboxylate CN1N=CC2=CC=C(C=C12)C1=CN=C(S1)C#CC1CCN(CC1)C(=O)OC(C)(C)C